BrCC(=O)C1=CC(=NC(=C1C(=O)OC)OCC1(CC1)NC(=O)OC(C)(C)C)Cl methyl 4-(2-bromoacetyl)-2-((1-((tert-butoxycarbonyl) amino) cyclopropyl) methoxy)-6-chloronicotinate